3-[5-(4-bromophenyl)-1-[2-(trifluoromethyl)phenyl]pyrrol-2-yl]benzoic acid BrC1=CC=C(C=C1)C1=CC=C(N1C1=C(C=CC=C1)C(F)(F)F)C=1C=C(C(=O)O)C=CC1